BrC1=[N+](C=CC=C1)CC1=CC=C(C=C1)OC 2-bromo-1-(4-methoxybenzyl)pyridinium